ClC1=NC=NN2C1=C(C=C2)C2CN(C2)C(=O)OC(C)(C)C tert-butyl 3-(4-chloropyrrolo[2,1-f][1,2,4]triazin-5-yl)azetidine-1-carboxylate